N-(4-(6-(1-(1-(azetidine-3-carbonyl)piperidin-4-yl)-1H-pyrazol-4-yl)-3-cyanopyrazolo[1,5-a]pyridin-4-yl)-3-fluorophenyl)cyclopropanecarboxamide N1CC(C1)C(=O)N1CCC(CC1)N1N=CC(=C1)C=1C=C(C=2N(C1)N=CC2C#N)C2=C(C=C(C=C2)NC(=O)C2CC2)F